3-(4-Bromophenyl)furan-2(5H)-one BrC1=CC=C(C=C1)C=1C(OCC1)=O